NC=1C=C2C(=CN1)N(C(=C2C#N)NC(OC(C)(C)C)=O)C2=C(C(=CC=C2C)OC)C tert-butyl (5-amino-3-cyano-1-(3-methoxy-2,6-dimethylphenyl)-1H-pyrrolo[2,3-c]pyridin-2-yl)carbamate